Bis(aminopropyl)tetramethyl-disiloxane NCCC[Si](O[Si](C)(C)C)(C)CCCN